C(C)(C)(C)OC(=O)N[C@@H](CCC(=O)O)C(F)(F)F (S)-4-((tert-butoxycarbonyl)amino)-5,5,5-trifluoropentanoic acid